FC1=CC=C(C=C1)C1=C2CCOCC2=CC=C1 5-(4-fluorophenyl)isochroman